(2-((2-(methylamino)phenyl)amino)-2-oxoethyl)carbamic acid tert-butyl ester C(C)(C)(C)OC(NCC(=O)NC1=C(C=CC=C1)NC)=O